N2-(4-(4-(2-(2-(2-Azidoethoxy)ethoxy)ethyl)piperazin-1-yl)-2-methoxyphenyl)-5-chloro-N4-(2-(isopropylsulfonyl)phenyl)-pyrimidine-2,4-diamine N(=[N+]=[N-])CCOCCOCCN1CCN(CC1)C1=CC(=C(C=C1)NC1=NC=C(C(=N1)NC1=C(C=CC=C1)S(=O)(=O)C(C)C)Cl)OC